BrC=1SC(=CN1)C(=O)N1CCC2(CCN(C2=O)CC2=C(C=CC(=C2)F)F)CC1 8-(2-bromothiazole-5-carbonyl)-2-(2,5-difluorobenzyl)-2,8-diazaspiro[4.5]decan-1-one